C(C1=CC=CC=C1)N1CC(CC1)N1C=NC(=C1C1=CC=C(C=C1)Cl)C (1-benzylpyrrolidin-3-yl)-5-(4-chlorophenyl)-4-methyl-1H-imidazole